bis(dicyclohexyl-phosphino)propane bis(tetrafluoroboric acid) salt F[B-](F)(F)F.[H+].F[B-](F)(F)F.[H+].C1(CCCCC1)P(C1CCCCC1)C(C)(C)P(C1CCCCC1)C1CCCCC1